ClC1=CC(=CC(=N1)N1CC2(C1)CCN(CC2)C(C)=O)C=2C=NC=CC2 1-(2-(6'-chloro-[3,4'-bipyridin]-2'-yl)-2,7-diazaspiro[3.5]nonan-7-yl)ethan-1-one